FC1=C(C=CC=C1)N1CCCCC1 1-(2-fluorophenyl)piperidin